CC(COCC#C)(OC1=C(C=CC(=C1)CO)C1=C(C=CC(=C1)OC)F)C [2-(1,1-dimethyl-2-prop-2-ynyloxy-ethoxy)-2'-fluoro-5'-methoxy-biphenyl-4-yl]-methanol